C12N(CC(NC1)CC2)C=2C1=C(N=C(N2)OC([2H])([2H])[C@H]2N(CCC2)C([2H])([2H])[2H])CN(CC1)C1=CC(=CC2=CC=C(C(=C12)CC)F)O 4-(4-(2,5-Diazabicyclo[2.2.2]octan-2-yl)-2-(((S)-1-(methyl-d3)pyrrolidin-2-yl)methoxy-d2)-5,8-dihydropyrido[3,4-d]pyrimidin-7(6H)-yl)-5-ethyl-6-fluoronaphthalen-2-ol